C(C)(C)N(CC)C(C)C diisopropyl-N-ethyl-amine